ClC=1C=CC(=C(C1)C1=CC(N(C=C1OC)C(C(=O)NC=1C=CC(=NC1)C(=O)NC)CCC)=O)N1N=NC(=C1)Cl 5-{[2-{4-[5-chloro-2-(4-chloro-1H-1,2,3-triazol-1-yl)phenyl]-5-methoxy-2-oxopyridin-1(2H)-yl}pentanoyl]amino}-N-methylpyridine-2-carboxamide